C(C1=CC=CC=C1)(C1=CC=CC=C1)N Benzhydryl-amine